O=C1NC2=C(N1)C=CC=C2NC(\C=C\C2=CC(=NN2C=2C=C(C=CC2)C)C(F)(F)F)=O (E)-N-(2-oxo-2,3-dihydro-1H-benzo[d]imidazol-4-yl)-3-(1-(m-tolyl)-3-(trifluoromethyl)-1H-pyrazol-5-yl)acrylamide